C(CC)NCC(O)C=1C=NC=CC1 2-(propylamino)-1-(3-pyridyl)ethanol